[Br-].[NH+]1=CC=CC2=CC=CC=C12 quinolin-1-ium bromide